C[Si](\C=C(\C1=C(C=CC=C1)[Si](C)(C)C)/C1=CSC=C1)(C)C (Z)-trimethyl-(2-(thiophene-3-yl)-2-(2-(trimethylsilyl)phenyl)vinyl)silane